1-(5-chloro-2,4-dihydroxyphenyl)ethan-1-one ClC=1C(=CC(=C(C1)C(C)=O)O)O